BrC1=CC=C(N(NC2=CC=CC=C2)C2=CC=C(C=C2)Br)C=C1 4-bromo-N-(4-bromophenyl)-N-anilinoaniline